ClC1=C(C=C(C=C1)NC(=O)N1C2CC(CC1(C2)C(=O)O)C)[C@H]2[C@H](C2)C#N (cis)-6-((4-chloro-3-(cis-2-cyanocyclopropyl)phenyl)carbamoyl)-3-methyl-6-azabicyclo[3.1.1]heptane-1-carboxylic acid